(R)-4-(1-(2,4-dimethyl-5-(5-(tetrahydrofuran-2-yl)-4H-1,2,4-triazol-3-yl)benzoyl)piperidin-4-yl)benzonitrile CC1=C(C(=O)N2CCC(CC2)C2=CC=C(C#N)C=C2)C=C(C(=C1)C)C1=NN=C(N1)[C@@H]1OCCC1